N-[3-chloro-4-[[3-[[(3R)-pyrrolidine-3-carbonyl]amino]cyclobutyl]carbamoyl]phenyl]-5-[1-(cyanomethyl)-3-(trifluoromethyl)pyrazol-4-yl]-1-methylimidazole-2-carboxamide ClC=1C=C(C=CC1C(NC1CC(C1)NC(=O)[C@H]1CNCC1)=O)NC(=O)C=1N(C(=CN1)C=1C(=NN(C1)CC#N)C(F)(F)F)C